CS(=O)(=O)O.C(CCC)P(C12CC3CC(CC(C1)C3)C2)(C23CC1CC(CC(C2)C1)C3)[Pd]C3(C(=CC=CC3)C3=CC=CC=C3)N [n-butylbis(1-adamantyl)phosphino](2-amino-1,1'-biphenyl-2-yl)palladium (II) methanesulfonate